2-butyl-N,N-bis(2,4-dimethoxybenzyl)-7-isopropoxy-1-(4-(((1-methylcyclobutyl)amino)methyl)benzyl)-1H-imidazo[4,5-d]pyridazin-4-amine C(CCC)C1=NC=2C(=C(N=NC2N(CC2=C(C=C(C=C2)OC)OC)CC2=C(C=C(C=C2)OC)OC)OC(C)C)N1CC1=CC=C(C=C1)CNC1(CCC1)C